(1-((4-methyl-2-(methylsulfonyl)pyrimidin-5-yl)methyl)-1H-pyrazol-4-yl)carbamic acid tert-butyl ester (1-((4-methyl-2-(methylsulfonyl)pyrimidin-5-yl)methyl)-1H-pyrazol-4-yl)carbamate CC1=NC(=NC=C1CN1N=CC(=C1)NC(O)=O)S(=O)(=O)C.C(C)(C)(C)OC(NC=1C=NN(C1)CC=1C(=NC(=NC1)S(=O)(=O)C)C)=O